COC1=CC=C(CN2C(N(CCC2=O)C=2C=NC=C(C(=O)OC)C2)=O)C=C1 methyl 5-(3-(4-methoxybenzyl)-2,4-dioxotetrahydropyrimidin-1(2H)-yl)nicotinate